bis(6-((2-hexyldecanoyl)oxy)hexyl) 2-(((2-(dimethylamino)ethoxy)carbonyl)oxy)pentanedioate CN(CCOC(=O)OC(C(=O)OCCCCCCOC(C(CCCCCCCC)CCCCCC)=O)CCC(=O)OCCCCCCOC(C(CCCCCCCC)CCCCCC)=O)C